BrC1=C(C=CC=C1)C1=CC(=C(C=C1)F)Cl 2-bromo-3'-chloro-4'-fluoro-1,1'-biphenyl